4-(2-aminoethyl)pyrimidine-2,4-diamine NCCC1(NC(=NC=C1)N)N